2-[(2R,4S)-2-(1-cyclopropylpyrazol-4-yl)tetrahydropyran-4-yl]-7-methyl-6-methylsulfanyl-4-[3-(trifluoromethyl)-1-bicyclo[1.1.1]pentanyl]pyrido[2,3-d]pyrimidine C1(CC1)N1N=CC(=C1)[C@@H]1OCC[C@@H](C1)C=1N=C(C2=C(N1)N=C(C(=C2)SC)C)C21CC(C2)(C1)C(F)(F)F